Cl.COC1=C(CC2(CC2)N)C=CC=C1 1-(2-methoxybenzyl)cyclopropane-1-amine hydrochloride